C(C=1C(C(=O)OC=C)=CC(C(=O)OC=C)=C(C(=O)OC=C)C1)(=O)OC=C tetravinyl pyromellitate